N1C=NC2=C1C=CC=C2C2=NN=C(O2)C=2C=CC(=C(C#N)C2)NCC(F)F 5-[5-(1H-1,3-benzodiazol-4-yl)-1,3,4-oxadiazol-2-yl]-2-[(2,2-difluoroethyl)amino]benzonitrile